ClC1=NC=C2C=C(C(=NC2=C1)C)C=1C(=C(N)C=CC1)F 3-(7-chloro-2-methyl-1,6-naphthyridin-3-yl)-2-fluoroaniline